{3-[(tert-Butyldiphenylsilyl)oxy]-2,2-dimethylpropyl}-2-(methylamino)-1,3-thiazole-4-carboxylic acid ethyl ester C(C)OC(=O)C=1N=C(SC1CC(CO[Si](C1=CC=CC=C1)(C1=CC=CC=C1)C(C)(C)C)(C)C)NC